N-(4-cyclobutyl-1-methyl-5-(4-(trifluoromethoxy)phenyl)-1H-pyrazol-3-yl)-2,2,3,3-tetramethylcyclopropane-1-carboxamide C1(CCC1)C=1C(=NN(C1C1=CC=C(C=C1)OC(F)(F)F)C)NC(=O)C1C(C1(C)C)(C)C